3,3'-(1,4-Phenylene)bis(5,6-diphenyl-1,2,4-triazine) C1(=CC=C(C=C1)C=1N=NC(=C(N1)C1=CC=CC=C1)C1=CC=CC=C1)C=1N=NC(=C(N1)C1=CC=CC=C1)C1=CC=CC=C1